niobium ammonium sulfate salt S(=O)(=O)([O-])[O-].[NH4+].[Nb+5].S(=O)(=O)([O-])[O-].S(=O)(=O)([O-])[O-]